C(C)N1C2=NC(=NC(=C2N=C1)NC=1C=C(C=CC1)NC(C#CC1=CC=C(C=C1)C)=O)OCCN1CCOCC1 3-p-Tolyl-propynoic acid {3-[9-ethyl-2-(2-morpholin-4-yl-ethoxy)-9H-purin-6-ylamino]phenyl}amide